C1(CC1)CC1=CC(=NN1CC1=CC=C(C=C1)OCC(C)C)C1N(CCCC1)C (5-(cyclopropylmethyl)-1-(4-isobutoxybenzyl)-1H-pyrazol-3-yl)-1-methylpiperidine